C(C)OC(=O)C1=C(N=C(S1)NC(=O)C1CC(C1)NC1=NC=CC2=CC=C(C=C12)C1=NOC(=N1)C)C(F)F 4-(difluoromethyl)-2-[[3-[[7-(5-methyl-1,2,4-oxadiazol-3-yl)-1-isoquinolinyl]amino]cyclobutanecarbonyl]amino]thiazole-5-carboxylic acid ethyl ester